phenylsulfamoyl-formamide C1(=CC=CC=C1)NS(=O)(=O)NC=O